ClC1=CC=C(C=C1)S(=O)(=O)N1CCC=2C1=CN=CC2C2=CC=C(C#N)C=C2 4-(1-((4-Chlorophenyl)sulfonyl)-2,3-dihydro-1H-pyrrolo[2,3-c]pyridin-4-yl)benzonitrile